C1(CCCCC1)C[C@H](COC1=NC(=NC(=C1)C1=C(C=CC=C1C)C)NS(=O)(=O)N1CC(CCC1)C(=O)O)N(CC1=CC=CC=C1)CC1=CC=CC=C1 1-[[4-[(2R)-3-Cyclohexyl-2-(dibenzylamino)propoxy]-6-(2,6-dimethylphenyl)pyrimidin-2-yl]sulfamoyl]piperidine-3-carboxylic acid